NC1=CC(=C(C=N1)C1CCN(CC1)C(=O)C1=NC=C(C(=C1)OC)OC1=CC=C(C=C1)C(F)(F)F)OC (6-Amino-4-methoxy-3',4',5',6'-tetrahydro-2'H-[3,4']bipyridinyl-1'-yl)-[4-methoxy-5-(4-trifluoromethyl-phenoxy)-pyridin-2-yl]-methanone